FC(F)(F)C=1C(=NC2=CC=NC=C2C1)O (trifluoromethyl)-1,6-naphthyridin-2-ol